tert-butyl (5-((2-(2,6-dioxopiperidin-3-yl)-7-fluoro-1,3-dioxoisoindolin-4-yl)amino)pentyl)carbamate O=C1NC(CCC1N1C(C2=C(C=CC(=C2C1=O)NCCCCCNC(OC(C)(C)C)=O)F)=O)=O